1-(7-(8-ethyl-7-fluoro-3-hydroxynaphthalen-1-yl)-2-(((2R,7aS)-2-fluorohexahydro-1H-pyrrolizin-7a-yl)methoxy)-5,6,7,8-tetrahydropyrido[3,4-d]pyrimidin-4-yl)azepan-4-ol C(C)C=1C(=CC=C2C=C(C=C(C12)N1CC=2N=C(N=C(C2CC1)N1CCC(CCC1)O)OC[C@]12CCCN2C[C@@H](C1)F)O)F